C(C)(=O)OC(C)=O acetic acid anhydride